O1OC=C1 oxoxetine